(1R,3aS,6aR)-N-((S)-1-cyano-2-((R)-2-oxopiperidin-3-yl)ethyl)-2-(4,6-difluoro-7-chloro-1H-indole-2-carbonyl)-5,5-difluorooctahydrocyclopenta[c]pyrrole-1-carboxamide C(#N)[C@H](C[C@@H]1C(NCCC1)=O)NC(=O)[C@@H]1N(C[C@@H]2[C@H]1CC(C2)(F)F)C(=O)C=2NC1=C(C(=CC(=C1C2)F)F)Cl